C(C)(C)(C)C1=NC(=NO1)C(=O)NCC1=C(C=C(C=C1)C1=NC=NN2C1=CC(=C2)CCC(CO)(F)F)C 5-tert-butyl-N-[[4-[6-(3,3-difluoro-4-hydroxy-butyl)pyrrolo[2,1-f][1,2,4]triazin-4-yl]-2-methyl-phenyl]methyl]-1,2,4-oxadiazole-3-carboxamide